4-((4-(5-((2,6-dioxopiperidin-3-yl)amino)pyridin-2-yl)piperazin-1-yl)methyl)piperidin O=C1NC(CCC1NC=1C=CC(=NC1)N1CCN(CC1)CC1CCNCC1)=O